O[C@H]1C[C@@H](CC1)NC1=NN=C(C=2N1C=CC2)C2=C(C=C(C=C2)C(F)(F)F)O 2-(4-{[(1R,3R)-3-hydroxycyclopentyl]amino}pyrrolo[1,2-d][1,2,4]triazin-1-yl)-5-(trifluoromethyl)phenol